6-(3-amino-2,6-difluorophenyl)-2-(ethylamino)-8-methylpyrido[2,3-d]pyrimidin-7(8H)-one NC=1C(=C(C(=CC1)F)C1=CC2=C(N=C(N=C2)NCC)N(C1=O)C)F